(2S,4R)-1-[(2S)-2-(4-cyclopropyltriazol-1-yl)-3,3-dimethyl-butanoyl]-4-hydroxy-N-[(1R,2S)-2-(1-naphthyl)cyclopropyl]pyrrolidine-2-carboxamide C1(CC1)C=1N=NN(C1)[C@H](C(=O)N1[C@@H](C[C@H](C1)O)C(=O)N[C@H]1[C@@H](C1)C1=CC=CC2=CC=CC=C12)C(C)(C)C